C(#N)N1[C@@H]2[C@H](C[C@H]1CC2)N(C(=O)C=2C=C1CCN(C1=CC2)C2=NC=CC(=N2)C2CC2)C N-((1S,2S,4R)-7-cyano-7-azabicyclo[2.2.1]heptan-2-yl)-1-(4-cyclopropyl-2-pyrimidinyl)-N-methyl-2,3-dihydro-1H-indole-5-carboxamide